CN(CCOCCC)C1=CC=C(C=C1)C=1C=CC2=C(C=C(CCS2(=O)=O)C(=O)NC2=CC=C(C=C2)CN(C2CCOCC2)C)C1 7-[4-[N-methyl-N-(2-propoxyethyl)amino]phenyl]-N-[4-[[N-methyl-N-(tetrahydropyran-4-yl)amino]methyl]phenyl]-1,1-dioxo-2,3-dihydro-1-benzothiepine-4-carboxamide